tert-Butyl 4-((2,6-dioxopiperidin-3-yl)carbamoyl)piperidine-1-carboxylate O=C1NC(CCC1NC(=O)C1CCN(CC1)C(=O)OC(C)(C)C)=O